methyl perfluoro-valerate FC(C(=O)OC)(C(C(C(F)(F)F)(F)F)(F)F)F